6-(1,3-dimethyl-1H-pyrazol-4-yl)-N-((2-(3,3-dimethylbutyl)-2-azaspiro[3.3]heptan-6-yl)methyl)pyridazin-3-amine CN1N=C(C(=C1)C1=CC=C(N=N1)NCC1CC2(CN(C2)CCC(C)(C)C)C1)C